4-(3-(2-bromoacetyl)-5-cyclopropyl-2-methyl-1H-pyrrol-1-yl)benzonitrile BrCC(=O)C1=C(N(C(=C1)C1CC1)C1=CC=C(C#N)C=C1)C